1-(1,3-Dimethyl-1H-pyrazol-4-yl)-7-methoxy-3-methyl-8-(1-methyl-1H-pyrazol-4-yl)-1,3-dihydroimidazo[4,5-c]quinolin-2-one CN1N=C(C(=C1)N1C(N(C=2C=NC=3C=C(C(=CC3C21)C=2C=NN(C2)C)OC)C)=O)C